ClC1=C(C(=CC(=N1)C(=O)NCCN(C)C)NC1=CC2=C(N(C(N2C)=O)C)C=C1)C#N 6-chloro-5-cyano-N-[2-(dimethylamino)ethyl]-4-[(1,3-dimethyl-2-oxo-benzoimidazol-5-yl)amino]pyridine-2-carboxamide